BrC=1C=C(C(=C(C1)F)F)OC([2H])([2H])[2H] 5-bromo-1,2-difluoro-3-(methoxy-d3)benzene